tert-butyl (1-fluoro-5,6-dihydro-4H-pyrrolo[3,2,1-ij]quinolin-5-yl)(methyl)carbamate FC1=CN2CC(CC3=CC=CC1=C23)N(C(OC(C)(C)C)=O)C